C1(CC1)CN1C(N(C(C2=CC(=CC=C12)S(=O)(=O)NC1(CC1)C)=O)CCNC)=O 1-(cyclopropylmethyl)-3-(2-(methylamino)ethyl)-N-(1-methylcyclopropyl)-2,4-dioxo-1,2,3,4-tetrahydroquinazoline-6-sulfonamide